N1[C@@H](CCC1)COCC1=NN2C(CN(CC2)C2=NC=C(C=N2)C(F)(F)F)=N1 (S)-2-((pyrrolidin-2-ylmethoxy)methyl)-7-(5-(trifluoromethyl)pyrimidin-2-yl)-5,6,7,8-tetrahydro-[1,2,4]triazolo[1,5-a]pyrazine